[NH4+].ClC=1C=C(C=CC1)[C@H]1C[C@](C(N([C@@H]1C1=CC=C(C=C1)Cl)[C@H](CNC)CC)=O)(C)CC(=O)[O-] 2-((3R,5R,6S)-5-(3-chlorophenyl)-6-(4-chlorophenyl)-3-methyl-1-((S)-1-(methylamino)butan-2-yl)-2-oxopiperidin-3-yl)acetic acid ammonium salt